benzyl (S)-6-(4-(2H-tetrazol-5-yl) phenyl)-4-(pyrazin-2-yl)-3,6-dihydropyridine-1(2H)-carboxylate N=1NN=NC1C1=CC=C(C=C1)[C@@H]1C=C(CCN1C(=O)OCC1=CC=CC=C1)C1=NC=CN=C1